N1-cyclopropyl-N1-methylbenzene-1,3-diamine C1(CC1)N(C1=CC(=CC=C1)N)C